ClC=1C=C2C(=C(NC2=CC1)C1=CC=C(C=C1)F)CCC(=O)N[C@@H]1C(NC[C@H]1O)=O 3-[5-chloro-2-(4-fluorophenyl)-1H-indol-3-yl]-N-[(3S,4R)-4-hydroxy-2-oxo-pyrrolidin-3-yl]propionamide